N1N=NN=C1CCON=C(C)C=1C=C(C=C(C1)OC)NC(CN1CC2(C3=CC=C(C=C13)OC(F)(F)F)CC2)C2=CC=C(C=C2)Cl 2-((3-(1-((2-(1H-tetrazol-5-yl)ethoxy)imino)ethyl)-5-methoxyphenyl)amino)-2-(4-chlorophenyl)-1-(6'-(trifluoromethoxy)spiro[cyclopropane-1,3'-indolin]-1'-yl)ethan